ClC=1C(=C2C=CNC2=C(C1)C)O[C@H]1[C@@H](C[C@H](CC1)OC)C1=CC=C(C(=O)O)C=C1 4-((1S,2R,5S)-2-((5-chloro-7-methyl-1H-indol-4-yl)oxy)-5-methoxycyclohexyl)benzoic acid